C(C#C)C1OCCC1 2-(prop-2-yn-1-yl)oxolane